N1(CCCCC1)C1CCN(CC1)C([C@@H](CC1=CC2=C(NC(=N2)C)C=C1)NC(=O)N1CCC(CC1)N1C(NC2=CC=CC=C2C1)=O)=O (R)-4-(2-Oxo-1,4-dihydro-2H-quinazolin-3-yl)-piperidine-1-carboxylic acid [2-[1,4']bipiperidinyl-1'-yl-1-(2-methyl-1H-benzoimidazol-5-ylmethyl)-2-oxo-ethyl]-amide